C(C=C)N1C(C=2N=C(N=CC2C1=O)NC1=NC=C(C(=C1)N[C@H](CO)C1=CC=CC=C1)C1=NC(=NO1)C12CCN(CC1)CC2)(C)C (S)-6-allyl-2-((4-((2-hydroxy-1-phenylethyl)amino)-5-(3-(quinuclidin-4-yl)-1,2,4-oxadiazol-5-yl)pyridin-2-yl)amino)-7,7-dimethyl-6,7-dihydro-5H-pyrrolo[3,4-d]pyrimidin-5-one